C1(=CC=CC=C1)S(=O)(=O)NC(C1=CC=C(C=C1)N)=O N-(benzenesulfonyl)-4-aminobenzamide